C(CCCCCCCCCC)C(COCCO)O undecyl-diethylene glycol